tert-Butyl (3-acetyl-5-(1,1-difluoro-2-hydroxy-2-methylpropyl)phenyl)carbamate C(C)(=O)C=1C=C(C=C(C1)C(C(C)(C)O)(F)F)NC(OC(C)(C)C)=O